OC=1C=C(C(=O)O)C=C(C1O)O.C(C1=CC(O)=C(O)C(O)=C1)(=O)O gallic acid (3,4,5-trihydroxybenzoate)